5-[4-[(R)-amino(5-chloro-2-hydroxy-4-methylphenyl)methyl]piperidine-1-carbonyl]-3-chloro-1H-pyridin-2-one N[C@H](C1CCN(CC1)C(=O)C=1C=C(C(NC1)=O)Cl)C1=C(C=C(C(=C1)Cl)C)O